C(CCCC=C)Br hex-5-en-1-ylbromide